6-chloro-1,1-dioxo-3,4-dihydro-2H-1,2,4-benzothiadiazine-7-sulfonamide ClC=1C(=CC2=C(NCNS2(=O)=O)C1)S(=O)(=O)N